tert-Butyl N2-(N2-(((9H-fluoren-9-yl) methoxy) carbonyl)-N6-(tert-butoxycarbonyl)-L-lysyl)-N6-((benzyloxy) carbonyl)-L-lysinate C1=CC=CC=2C3=CC=CC=C3C(C12)COC(=O)N[C@@H](CCCCNC(=O)OC(C)(C)C)C(=O)N[C@@H](CCCCNC(=O)OCC1=CC=CC=C1)C(=O)OC(C)(C)C